F[C@H]1C[C@H](CNC1)NC1=CC=C(N=N1)C1=C(C=C(C=C1C)C(F)(F)F)O 2-(6-(((3r,5s)-5-fluoropiperidin-3-yl)amino)pyridazin-3-yl)-3-methyl-5-(trifluoromethyl)phenol